5,5'-difluoro-2,2'-diaminobiphenyl acetate C(C)(=O)O.FC=1C=CC(=C(C1)C1=C(C=CC(=C1)F)N)N